O1C=CN(C=C1)C(=O)O [1,4]Oxazine-4-carboxylic acid